(2S,4R)-5-(3-amino-4-hydroxyphenyl)-4-((tert-butoxy-carbonyl)amino)-2-methylpentanoic acid NC=1C=C(C=CC1O)C[C@@H](C[C@@H](C(=O)O)C)NC(=O)OC(C)(C)C